4-(4,5-dimethyl-1,2,4-triazol-3-yl)phenylboronic acid CN1C(=NN=C1C)C1=CC=C(C=C1)B(O)O